8-fluoro-7-(8-fluoronaphthalen-1-yl)-2-((hexahydro-1H-pyrrolizin-7a-yl)methoxy)-4-(6-azaspiro[3.5]nonan-6-yl)pyrido[4,3-d]pyrimidine FC1=C(N=CC2=C1N=C(N=C2N2CC1(CCC1)CCC2)OCC21CCCN1CCC2)C2=CC=CC1=CC=CC(=C21)F